C1(CC1)CN[C@H]1CN(CCC1)C=1C=CC(=NC1)C1(COC1)N1N=NC(=C1)C1=CN=CC(=N1)N(C)C (R)-6-(1-(3-(5-(3-((cyclopropylmethyl)amino)piperidin-1-yl)pyridin-2-yl)oxetan-3-yl)-1H-1,2,3-triazol-4-yl)-N,N-dimethylpyrazin-2-amine